C1(=C(OC)C=C(CC=C)C=C1)OC=1C(C(=O)[O-])=CC=CC1 Eugenylsalicylat